ClC1=NC=C(C(=N1)C=1C=C(NC1)C(=O)OC)Cl Methyl 4-(2,5-dichloropyrimidin-4-yl)-1H-pyrrole-2-carboxylate